FC1=C(NC=2C3=C(N=CN2)C=C(C(=N3)O[C@@H]3CN(CC3)C(=O)OC(C)(C)C)F)C=CC(=C1F)OC[C@H]1OCCC1 tert-butyl (3S)-3-[4-[2,3-difluoro-4-[[(2S)-tetrahydrofuran-2-yl]methoxy]anilino]-7-fluoro-pyrido[3,2-d]pyrimidin-6-yl]oxypyrrolidine-1-carboxylate